butyl (1S,3R,5R)-6,6-difluoro-3-((6-(2-hydroxy-4-((S)-2-oxopiperidin-4-yl)phenyl)pyridazin-3-yl)(methyl)amino)-8-azabicyclo[3.2.1]octane-8-carboxylate FC1([C@H]2C[C@@H](C[C@@H](C1)N2C(=O)OCCCC)N(C)C=2N=NC(=CC2)C2=C(C=C(C=C2)[C@@H]2CC(NCC2)=O)O)F